(S)-4-(7-bromo-8-fluoro-6-formyl-2-((1-methylpyrrolidin-2-yl)methoxy)quinazolin-4-yl)piperazine-1-carboxylic acid tert-butyl ester C(C)(C)(C)OC(=O)N1CCN(CC1)C1=NC(=NC2=C(C(=C(C=C12)C=O)Br)F)OC[C@H]1N(CCC1)C